tert-butyl-amyl-dimethoxysilane C(C)(C)(C)[Si](OC)(OC)CCCCC